2-bromo-N-(2-nitrophenyl)pyridin-4-amine BrC1=NC=CC(=C1)NC1=C(C=CC=C1)[N+](=O)[O-]